NC=1C=C(OC2=CC=C(C=C2)SC2=CC=C(C=C2)OC2=CC(=CC=C2)N)C=CC1 bis[4-(3-aminophenoxy)phenyl]sulfide